5-(N-2,3-dihydroxypropylacetamido)-2,4,6-tri-iodo-N,N'-bis(2,3-dihydroxypropyl)isophthalamide OC(CN(C(C)=O)C=1C(=C(C(=C(C(=O)NCC(CO)O)C1I)I)C(=O)NCC(CO)O)I)CO